CN1N=CC=2C1=NC=C(C2)C=O (1-methyl-1H-pyrazolo[3,4-b]pyridin-5-yl)methanone